CC1=NC2=C(N1CC=1C=C(C(=O)O)C=CC1)C=CC=C2C2=CC=C(C=C2)C=2CCCCC2 3-((2-methyl-4-(2',3',4',5'-tetrahydro-[1,1'-biphenyl]-4-yl)-1H-benzo[d]imidazol-1-yl)methyl)benzoic acid